ClC1=CC(=C(C=C1Cl)CCO)[C@H]([C@H]1O[C@H]([C@H]2[C@@H]1OC(O2)(C)C)N2C=CC1=C2N=CN=C1Cl)O 2-[4,5-dichloro-2-[(R)-hydroxy-[(3aR,4R,6R,6aR)-4-(4-chloropyrrolo[2,3-d]pyrimidin-7-yl)-2,2-dimethyl-3a,4,6,6a-tetrahydrofuro[3,4-d][1,3]dioxol-6-yl]methyl]phenyl]ethanol